C(=O)(O)/C(=C(/CCCCCCCC(=O)O)\C(=O)O)/C[C@H](O)CCCCCC biscarboxyl-ricinoleic acid